tert-butyl 2-aminoethylcarbamate NCCNC(OC(C)(C)C)=O